BrC=1NC2=CC=CC=C2C1C1CCNCC1 2-bromo-3-(4-piperidinyl)-1H-indole